4-(4-(4-(5-chloro-4-methylpyridin-2-yl)piperazin-1-yl)-4-oxobutyl)phthalazin-1(2H)-one ClC=1C(=CC(=NC1)N1CCN(CC1)C(CCCC1=NNC(C2=CC=CC=C12)=O)=O)C